C(\C=C\C(=O)O)(=O)O.C(C)N(C(C1=C(C=CC(=C1)F)OC1=C(N=CN=N1)N1CC2(CN(C2)C(CCNCCOC)C(C)C)CC1)=O)C(C)C N-ethyl-5-fluoro-N-isopropyl-2-((5-(2-(1-((2-methoxyethyl)amino)-4-methylpentan-3-yl)-2,6-diazaspiro[3.4]oct-6-yl)-1,2,4-triazin-6-yl)oxy)benzamide fumarate